COCCN(C1CC2(CN(C2)S(=O)(=O)C2=CC(=NN2C)C(F)(F)F)CC1)C N-(2-methoxyethyl)-N-methyl-2-((1-methyl-3-(trifluoromethyl)-1H-pyrazol-5-yl)sulfonyl)-2-azaspiro[3.4]octan-6-amine